2-(2,6-dioxopiperidin-3-yl)-1-oxo-N-((R)-2,2,2-trifluoro-1-(1-methylcyclopentyl)ethyl)isoindoline-5-carboxamide O=C1NC(CCC1N1C(C2=CC=C(C=C2C1)C(=O)N[C@@H](C(F)(F)F)C1(CCCC1)C)=O)=O